COC(=O)[C@@H]1N[C@H]2CC[C@@H]1C2 (1S,3R,4R)-2-azabicyclo[2.2.1]Heptane-3-carboxylic acid methyl ester